(R)-(+)-2,2'-diamino-1,1'-binaphthyl C1=CC=C2C(=C1)C=CC(=C2C3=C(C=CC4=CC=CC=C43)N)N